4-(2-Aminopyridin-4-yl)-piperazine-1-carboxylic acid tert-butyl ester C(C)(C)(C)OC(=O)N1CCN(CC1)C1=CC(=NC=C1)N